C(C(CO)OP(=O)(O)O)O β-Glycerophosphate